N1(CCNCCC1)C1=CC(=CC=2CCOC21)NC2=NC(=CC(=N2)NC)C N2-[7-(1,4-diazepan-1-yl)-2,3-dihydrobenzofuran-5-yl]-N4,6-dimethyl-pyrimidine-2,4-diamine